(R)-4-(2-((1-(5-chloro-1-(2-hydroxyethyl)-6-oxo-1,6-dihydropyridazin-4-yl)pyrrolidin-3-yl)oxy)pyridin-4-yl)cyclohexane-1-carbonitrile ClC1=C(C=NN(C1=O)CCO)N1C[C@@H](CC1)OC1=NC=CC(=C1)C1CCC(CC1)C#N